C(C)C(C(C(=O)OC(CNCCO)C1=CNC2=C1C=NC=C2)(F)F)(OC)C2=CC=C(C=C2)F 2-((2-hydroxyethyl)amino)-1-(1H-pyrrolo[3,2-C]pyridin-3-yl)ethane-1-ol ethyl-2,2-difluoro-3-(4-fluorophenyl)-3-methoxypropanoate